piperazin-1-yl-(piperidin-1-yl)methanone N1(CCNCC1)C(=O)N1CCCCC1